The molecule is a beta-D-glucoside that is the 2-aminoethyl glycoside of a trisaccharide consisting of beta-D-glucuronosyl, beta-D-glucosyl and beta-D-glucuronosyl residues linked sequentially (1->4) and (1->3). It is a beta-D-glucoside and a trisaccharide derivative. C(CO[C@H]1[C@@H]([C@H]([C@@H]([C@H](O1)C(=O)O)O)O[C@H]2[C@@H]([C@H]([C@@H]([C@H](O2)CO)O[C@H]3[C@@H]([C@H]([C@@H]([C@H](O3)C(=O)O)O)O)O)O)O)O)N